CC1=CC(=NC=C1C=1N2C(C3=CC(=NC=C3C1)NC)=CC=N2)[C@@H](CCC)O (R)-1-(4-methyl-5-(9-(methylamino)pyrazolo[5,1-a][2,6]naphthyridin-5-yl)pyridin-2-yl)butan-1-ol